C(\C=C\C=C\C)O (E,E)-2,4-Hexadienol